3-bromo-5-methyl-2-((2-(trimethylsilyl)ethoxy)methoxy)pyridine BrC=1C(=NC=C(C1)C)OCOCC[Si](C)(C)C